FC1=C(C(=CC=C1)C)N1CCC(CC1)N1C(N(C=2C([C@H]1C)=CN(N2)C)CC2=NC=CC=C2C(F)(F)F)=O |o1:19| (R)- or (S)-5-[1-(2-Fluoro-6-methyl-phenyl)-piperidin-4-yl]-2,4-dimethyl-7-(3-trifluoromethyl-pyridin-2-ylmethyl)-2,4,5,7-tetrahydro-pyrazolo[3,4-d]pyrimidin-6-one